FC1=NC(=C2N=CN(C2=N1)C1OCCCCC1)NCC1=CC(=CC=C1)F 2-fluoro-6-[(3-fluorobenzyl)amino]-9-(oxepan-2-yl)-9H-purine